C1(=CC=C(C=C1)CNC1=CC(=NC=2N1N=CC2C2CC2)Cl)C2=CC=CC=C2 N-([1,1'-biphenyl]-4-ylmethyl)-5-chloro-3-cyclopropylpyrazolo[1,5-a]pyrimidin-7-amine